C(C)(=O)C1=CN(C2=C(N=C(C=C21)C=2C=NC(=NC2)OC)C)CC(=O)O [3-acetyl-5-(2-methoxypyrimidin-5-yl)-7-methylpyrrolo[2,3-c]pyridin-1-yl]acetic acid